FC1(CN(C1)C(=O)C(CC(F)F)C1=C(C2=C(NC(=N2)[C@@H](NC(=O)C2=NON=C2C)C2CCC(CC2)(F)F)C=C1)F)F N-[(S)-{5-[1-(3,3-difluoroazetidine-1-carbonyl)-3,3-difluoropropyl]-4-fluoro-1H-benzimidazol-2-yl}(4,4-difluorocyclohexyl)methyl]-4-methyl-1,2,5-oxadiazole-3-carboxamide